8-fluoro-6-[2-[(2S)-2-methylazetidin-1-yl]-6,7-dihydro-5H-cyclopenta[d]pyrimidin-4-yl]-2H-isoquinolin-1-one FC=1C=C(C=C2C=CNC(C12)=O)C=1C2=C(N=C(N1)N1[C@H](CC1)C)CCC2